2-(4-Fluoropiperidin-4-yl)-N-[(3r,4r)-4-methyl-1-[8-(trifluoromethyl)quinolin-5-yl]pyrrolidin-3-yl]acetamide FC1(CCNCC1)CC(=O)N[C@H]1CN(C[C@H]1C)C1=C2C=CC=NC2=C(C=C1)C(F)(F)F